2-{[4-({2-[(2-cyano-4-fluorophenoxy)methyl]pyrimidin-4-yl}oxy)piperidin-1-yl]methyl}-1-{[1-(cyanomethyl)cyclopropyl]methyl}-1H-1,3-benzodiazole-6-carboxylic acid C(#N)C1=C(OCC2=NC=CC(=N2)OC2CCN(CC2)CC2=NC3=C(N2CC2(CC2)CC#N)C=C(C=C3)C(=O)O)C=CC(=C1)F